C1(CCC1)COC(NCC1=C(SC(=C1)Cl)C1=NC(=C(C=C1)O)C)=O cyclobutylmethyl((5-chloro-2-(5-hydroxy-6-methylpyridin-2-yl)thiophen-3-yl)methyl)carbamate